(2-hydroxyethoxy)phenyl-2-hydroxy-2-propyl ketone OCCOC(C(C)(O)C(=O)C(C)(C(OCCO)C1=CC=CC=C1)O)C1=CC=CC=C1